C1(CC1)C=1NC(=NN1)C1CC2(CN(C2)C(=O)N2CC3(C2)CC(C3)CC=3C=C(C(=NC3)C#N)C(F)(F)F)C1 5-[[2-[6-(5-cyclopropyl-4H-1,2,4-triazol-3-yl)-2-azaspiro[3.3]heptane-2-carbonyl]-2-azaspiro[3.3]heptan-6-yl]methyl]-3-(trifluoromethyl)picolinonitrile